ClC=1C=C(C=C(C1)F)N1C(C(=C(C(=C1C)C#CC)C1=CC(=C(C=C1)Cl)Cl)C(=O)OC)=O methyl 1-(3-chloro-5-fluoro-phenyl)-4-(3,4-dichlorophenyl)-6-methyl-2-oxo-5-prop-1-ynyl-pyridine-3-carboxylate